4-[2-(4-fluoro-6-formyl-1-oxo-3H-isoindol-2-yl)-6-(trifluoromethyl)pyridin-4-yl]-3-(4-methyl-1,2,4-triazol-3-yl)benzonitrile FC1=C2CN(C(C2=CC(=C1)C=O)=O)C1=NC(=CC(=C1)C1=C(C=C(C#N)C=C1)C1=NN=CN1C)C(F)(F)F